C(CCCCCCCCCCCCCCCCC)NCN1N=NC2=C1C=CC=C2 N-octadecyl-1H-benzotriazole-1-methanamine